CC1=CC=C(C=C1)S(=O)(=O)[O-].C1(=CC=C(C=C1)[SH+]C1=CC=C(C=C1)C)C (di-p-tolyl)sulfonium p-toluenesulfonate